mercury ((o-carboxyphenyl)thio)ethyl-sodium C(=O)(O)C1=C(C=CC=C1)SCC[Na].[Hg]